C1(=CC=CC=C1)NC=1C(=O)NC(C1C1=CC=CC=C1)=O 2-(Phenylamino)-3-phenylmaleimide